C[C@@H]1N(CC1)C=1N=C(C2=C(N1)C1C(C2)C1)C=1C=C(C(=O)N)C=CC1 3-(2-((S)-2-methylazetidin-1-yl)-5,5a,6,6a-tetrahydrocyclopropa[4,5]cyclopenta[1,2-d]pyrimidin-4-yl)benzamide